FC(C(C(S(=O)(=O)[O-])(F)F)(F)F)F.C1(=CC=CC=C1)[S+](C1=CC=CC=C1)C1=CC=CC=C1 triphenylsulfonium hexafluoro-propanesulfonate